C1C2C3CCCC3C1CC2=CCCC=O 4-(octahydro-4,7-methylene-5H-inden-5-ylidene)-butyraldehyde